2-[2-(2-Methylprop-2-enoyloxy)ethylcarbamoylamino]ethanesulfonic acid, sodium salt [Na+].CC(C(=O)OCCNC(=O)NCCS(=O)(=O)[O-])=C